1-(2-amino-5-bromo-4-fluorophenyl)ethanone NC1=C(C=C(C(=C1)F)Br)C(C)=O